1-[7-chloro-1,2,3,4-tetrahydronaphthalen-2-yl]-4-{[4-(2-methanesulfonylethanesulfonyl)phenoxy]methyl}-2-methylpyrrolidine ClC1=CC=C2CCC(CC2=C1)N1C(CC(C1)COC1=CC=C(C=C1)S(=O)(=O)CCS(=O)(=O)C)C